tert-Butyl 4-((4-(3-methylbutanoyl)-1,2,3,4-tetrahydroquinoxaline-1-carboxamido)methyl)piperidin-1-carboxylate CC(CC(=O)N1CCN(C2=CC=CC=C12)C(=O)NCC1CCN(CC1)C(=O)OC(C)(C)C)C